5-(4-(2-(1-(3-(5-(difluoromethyl)-5H-pyrido[4,3-b]indol-7-yl)propyl)piperidin-4-yl)ethyl)piperazin-1-yl)-2-(2,6-dioxopiperidin-3-yl)isoindoline-1,3-dione FC(N1C2=C(C=3C=CC(=CC13)CCCN1CCC(CC1)CCN1CCN(CC1)C=1C=C3C(N(C(C3=CC1)=O)C1C(NC(CC1)=O)=O)=O)C=NC=C2)F